BrC1=CC=C(C=C1)N1N=CC2=CC(=C(C(=C12)F)OC)F 1-(4-bromophenyl)-5,7-difluoro-6-methoxy-1H-indazole